NCCC[Si](CC)(CC)CC (aminopropyl)-triethylsilane